CC(C)(C)[S@@](=O)N[C@H](C)C=1C=C2C(=CN1)N(N=C2C)CC(F)(F)F (R)-2-methyl-N-[(R)-1-[3-methyl-1-(2,2,2-trifluoroethyl)-1H-pyrazolo[3,4-c]pyridin-5-yl]ethyl]propane-2-sulfinamide